N1=C(C=CC=C1)CCC1=NC=CC=C1 1,2-dipyridylethane